ClC1=CC=C(C=2N(N=NC21)C(C)C2=CC=C(C=C2)C2CC2)C(=O)OC Methyl 4-chloro-1-(1-(4-cyclopropylphenyl) ethyl)-1H-benzo[d][1,2,3]triazole-7-carboxylate